iridium(III) Tris[(naphthyl)isoquinoline] C1(=CC=CC2=CC=CC=C12)C1=NC=CC2=CC=CC=C12.C1(=CC=CC2=CC=CC=C12)C1=NC=CC2=CC=CC=C12.C1(=CC=CC2=CC=CC=C12)C1=NC=CC2=CC=CC=C12.[Ir+3]